C(C)(C)(C)OC(=O)N1C(CC2(C3=CC=CN=C13)CC2)Br bromo-2',3'-dihydro-1'H-spiro[cyclopropane-1,4'-[1,8]naphthyridine]-1'-carboxylic acid tert-butyl ester